ClC1=CC=C(CN2C(CC3=CC=C(C=C23)C(=O)N)=O)C=C1 (4-chlorobenzyl)-2-oxoindoline-6-carboxamide